ClC1=C(C(=O)NC2=CC(=NN2C2=CC=CC=C2)C(=O)NCC#C)C=C(C(=C1)Cl)C1=NC=CC=C1 5-(2,4-dichloro-5-(pyridin-2-yl)benzamido)-1-phenyl-N-(prop-2-yn-1-yl)-1H-pyrazole-3-carboxamide